C1(=CC(=CC=C1)S(=O)(=O)C1C2N(C(C(CNC1)NC([C@H](C)NC)=O)=O)C(CC2)C(=O)NC(C2=CC=CC=C2)C2=CC=CC=C2)S(=O)(=O)C2C1N(C(C(CNC2)NC([C@H](C)NC)=O)=O)C(CC1)C(=O)NC(C1=CC=CC=C1)C1=CC=CC=C1 3'-(1,3-phenylenedisulfonyl)bis(N-benzhydryl-5-((S)-2-(methylamino)propanamido)-6-oxodecahydropyrrolo[1,2-a][1,5]diazocine-8-carboxamide)